2-{2-(morpholin-4-yl)-8-[1-(tetrahydro-2H-pyran-2-yl)-1H-pyrazol-5-yl]-1,7-naphthyridin-4-yl}propan N1(CCOCC1)C1=NC2=C(N=CC=C2C(=C1)C(C)C)C1=CC=NN1C1OCCCC1